1,1-bis(4-hydroxyphenyl)cyclohexane ethyl-1-[(4-{3-azabicyclo[3.1.0]hexan-3-yl}-3-cyanophenyl)methyl]-1H-pyrazole-4-carboxylate C(C)OC(=O)C=1C=NN(C1)CC1=CC(=C(C=C1)N1CC2CC2C1)C#N.OC1=CC=C(C=C1)C1(CCCCC1)C1=CC=C(C=C1)O